(4-(4-ethoxyphenyl)thiophen-2-yl)(3,4,5-trimethoxyphenyl)methanone C(C)OC1=CC=C(C=C1)C=1C=C(SC1)C(=O)C1=CC(=C(C(=C1)OC)OC)OC